C(N)(=O)C1=CC(=NC2=C1N=CN=C2N[C@@H]2CN(CCC2(F)F)C(=O)OC(C)(C)C)C2=CC=C(C=C2)OCC2(CC2)O tert-butyl (R)-3-((8-carbamoyl-6-(4-((1-hydroxycyclopropyl)methoxy)phenyl)pyrido[3,2-d]pyrimidin-4-yl)amino)-4,4-difluoropiperidine-1-carboxylate